The molecule is a phenylpropanoid that is cinnamyl alcohol in which the hydrogens at positions 3 and 4 on the benzene ring are replaced by hydroxy groups while that at position 5 is replaced by a methoxy group. It has a role as a plant metabolite. It is a catechol, a phenylpropanoid and a member of guaiacols. It derives from a cinnamyl alcohol. COC1=CC(=CC(=C1O)O)/C=C/CO